C1(=CC=CC=C1)C1(C2=CC=CC=C2C=2C=C(C=CC12)C=1C=C(C=CC1)C1=CC(=CC=C1)C1=NC(=CC(=N1)C1=CC=CC=C1)C1=CC=CC=C1)C1=CC=CC=C1 2-(3'-(9,9-diphenyl-9H-fluoren-3-yl)-[1,1'-biphenyl]-3-yl)-4,6-diphenylpyrimidine